OC=1C=C2CC[C@H]([C@H](C2=CC1)C1=C(C=C(C=C1)N1CCC(CC1)CN1CCN(CC1)C=1C=C2CN(C(C2=CC1)=O)[C@@H]1C(NC(CC1)=O)=O)OC)C1=CC=CC=C1 (S)-3-(5-(4-((1-(4-((1R,2R)-6-hydroxy-2-phenyl-1,2,3,4-tetrahydronaphthalen-1-yl)-3-methoxyphenyl)piperidin-4-yl)methyl)piperazin-1-yl)-1-oxoisoindolin-2-yl)piperidine-2,6-dione